3-[3-(2-methoxy-2-oxoethyl)-4-nitrophenyl]azetidine-1-carboxylic acid tert-butyl ester C(C)(C)(C)OC(=O)N1CC(C1)C1=CC(=C(C=C1)[N+](=O)[O-])CC(=O)OC